C(C)(C)(C)OC(=O)N1C(CN(CC1)C1=NC=C(C=C1)B1OC(C(O1)(C)C)(C)C)=O 2-oxo-4-[5-(4,4,5,5-tetramethyl-1,3,2-dioxaborolan-2-yl)-2-pyridinyl]piperazine-1-carboxylic acid tert-butyl ester